2-(4-(4-Nitrophenyl)piperazin-1-yl)acetic acid methyl ester COC(CN1CCN(CC1)C1=CC=C(C=C1)[N+](=O)[O-])=O